N1(CCCCC1)C1=C(C=CC=C1)S(=O)(=O)NC1=CC=C(C=C1)C=1C=NC=CC1 2-(piperidin-1-yl)-N-(4-(pyridin-3-yl)phenyl)benzenesulfonamide